ethyl (2S)-2-[[(2S)-2-amino-3-[3,5-bis(2-chloroethylsulfanyl)phenyl]propanoyl]amino]-3-(2,4-dichlorophenyl)propanoate hydrochloride Cl.N[C@H](C(=O)N[C@H](C(=O)OCC)CC1=C(C=C(C=C1)Cl)Cl)CC1=CC(=CC(=C1)SCCCl)SCCCl